(S)-N-(1-phenylpropyl)carboxamide C1(=CC=CC=C1)[C@H](CC)NC=O